Benzol-d6 C1(=C(C(=C(C(=C1[2H])[2H])[2H])[2H])[2H])[2H]